BrC1=C(C(=CC(=C1)Br)Br)CCC1=C(C=C(C=C1Br)Br)Br 1,2-bis(2,4,6-tribromophenyl)ethane